FC1(C(C1)NC(=O)N1C2C=C(CC1CC2)C2=NC(=NC=C2)NC=2C=NN(C2)C)F N-(2,2-difluorocyclopropyl)-3-(2-((1-methyl-1H-pyrazol-4-yl)amino)pyrimidin-4-yl)-8-azabicyclo[3.2.1]oct-2-ene-8-carboxamide